3-(5-(((1S,2S)-2-(3-(1-cyclobutylpiperidin-4-yl)-azetidin-1-yl)cyclohexyl)oxy)-1-oxo-isoindolin-2-yl)piperidine-2,6-dione C1(CCC1)N1CCC(CC1)C1CN(C1)[C@@H]1[C@H](CCCC1)OC=1C=C2CN(C(C2=CC1)=O)C1C(NC(CC1)=O)=O